CN([C@@H]1C[C@H](C1)NC1=NN2C(C=N1)=C(C=C2)C=2C=C1C=CC=NC1=CC2)C trans-N1,N1-dimethyl-N3-(5-(quinolin-6-yl)pyrrolo[2,1-f][1,2,4]triazin-2-yl)cyclobutane-1,3-diamine